(E)-N-(5-((5-(3-(4-cyanophenyl)ureido)-4-(1-cyclopropyl-1H-indol-3-yl)pyrimidin-2-yl)amino)-2-cyclopropoxyphenyl)-3-(1-methylpyrrolidin-2-yl)acrylamide C(#N)C1=CC=C(C=C1)NC(NC=1C(=NC(=NC1)NC=1C=CC(=C(C1)NC(\C=C\C1N(CCC1)C)=O)OC1CC1)C1=CN(C2=CC=CC=C12)C1CC1)=O